S(=O)(=O)(OC[C@H]([C@H]([C@@H]([C@H](C(=O)NCCCCCC\C=C\CCCCCCCC)O)O)O)O)[O-].[Na+] sodium (2R,3R,4S,5R)-6-(((E)-hexadec-7-en-1-yl) amino)-2,3,4,5-tetrahydroxy-6-oxohexyl sulfate